1-(tert-butyl)-3-(3-(2,5-dimethoxyphenyl)-7-(pent-4-yn-1-ylamino)-1,8-naphthyridin-2-yl)urea C(C)(C)(C)NC(=O)NC1=NC2=NC(=CC=C2C=C1C1=C(C=CC(=C1)OC)OC)NCCCC#C